(2,4-bis(allyloxy)-5-chlorophenyl)(pyrrolidin-1-yl)methanone C(C=C)OC1=C(C=C(C(=C1)OCC=C)Cl)C(=O)N1CCCC1